BrC1=C(OCOCC[Si](C)(C)C)C=C(C(=C1)F)[N+](=O)[O-] [2-(2-bromo-4-fluoro-5-nitrophenoxymethoxy)ethyl]trimethylsilane